(2r,3r,4s,5r)-3-(3,4-difluoro-2-methoxyphenyl)-4-ethoxy-5-methyl-5-(trifluoromethyl)tetrahydrofuran-2-carboxylic acid FC=1C(=C(C=CC1F)[C@H]1[C@@H](O[C@]([C@H]1OCC)(C(F)(F)F)C)C(=O)O)OC